(S)-(4-cyclopropyl-2-(1-methyl-1H-pyrazol-4-yl)oxazol-5-yl)(4-(4-methylpyrazolo[1,5-a]pyridin-2-yl)-1,4,6,7-tetrahydro-5H-imidazo[4,5-c]pyridin-5-yl)methanone C1(CC1)C=1N=C(OC1C(=O)N1[C@@H](C2=C(CC1)NC=N2)C2=NN1C(C(=CC=C1)C)=C2)C=2C=NN(C2)C